O(P([O-])(=O)OP(=O)([O-])OP(=O)([O-])[O-])C1=C(C=CC=C1C)C 2,6-dimethylphenyl triphosphate